(±)-Ethyl 2-((2-chloro-4-(4-(5-chloropyridin-3-yl)-trans-2,3-dimethylpiperazine-1-carbonyl)phenyl)sulfinyl)acetate ClC1=C(C=CC(=C1)C(=O)N1[C@H]([C@@H](N(CC1)C=1C=NC=C(C1)Cl)C)C)[S@](=O)CC(=O)OCC |&1:24|